C(C1=CN=CC=C1)(=O)OC1=CC(=CC(=C1)C=NC1=C(C=C(C=C1)Cl)Cl)Br 3-bromo-5-((2,4-dichloro-phenylimino)meth-yl)phenyl nicotinate